OC(=O)[C@@H](O)CC(C)C L-leucinic acid